NCC=1C=C(C=CC1)C1=CC2=C(OC=C2COC2=C(C=CC=C2)CC(=O)OCC)C2=C1OC=C2 ethyl 2-(2-((5-(3-(aminomethyl)phenyl)benzo[1,2-b:3,4-b']difuran-3-yl)methoxy)phenyl)acetate